(2Z)-2-{[7-amino-4-(4-amino-3-chlorophenyl)-1-oxo-2,3-dihydro-1H-isoindol-2-yl]methyl}but-2-enenitrile NC=1C=CC(=C2CN(C(C12)=O)C/C(/C#N)=C/C)C1=CC(=C(C=C1)N)Cl